O1COC2=NC(=CC=C21)C=2C(=CC(=NC2)NC(C)=O)NC2=NC(=CC(=C2)OCC)S(=O)(=O)C N-(5-([1,3]dioxolo[4,5-b]pyridin-5-yl)-4-((4-ethoxy-6-(methylsulfonyl)pyridin-2-yl)amino)pyridin-2-yl)acetamide